CP(C1CNCC(C1)C)(C)=O dimethyl-(5-methylpiperidin-3-yl)phosphine oxide